(R)-N-(5-(3-(fluoromethyl)pyrrolidin-1-yl)-2-(trifluoromethyl)pyridin-3-yl)-6-(1-methyl-1H-pyrazol-4-yl)picolinamide FC[C@H]1CN(CC1)C=1C=C(C(=NC1)C(F)(F)F)NC(C1=NC(=CC=C1)C=1C=NN(C1)C)=O